2,4,6,8-tetramethyl-2,4,6,8-tetrapropylcyclotetrasiloxane C[Si]1(O[Si](O[Si](O[Si](O1)(CCC)C)(CCC)C)(CCC)C)CCC